C(C)(C)(C)OC(NC1CC(C1)C1=NC=C(C=C1)C)=O.[N+](=O)([O-])CC(CC)CC 3-(nitromethyl)pentane tert-butyl-N-[3-(5-methyl-2-pyridyl)Cyclobutyl]carbamate